(3-(4-(2-(4-bromophenyl)propan-2-yl)thiazol-2-yl)ureido methyl-3-fluoropyridin-2-yl)piperazine-1-carboxylate BrC1=CC=C(C=C1)C(C)(C)C=1N=C(SC1)NC(NCC1=C(C(=NC=C1)OC(=O)N1CCNCC1)F)=O